FC=1C=C(OCC(=O)NC=2C(=NC(=CC2)N(C)C2=CC=C(C=C2)F)N2CCOCC2)C=CC1 2-(3-fluorophenoxy)-N-[6-[(4-fluorophenyl)-methyl-amino]-2-morpholino-3-pyridyl]acetamide